[2,2-dimethyl-1-(trifluoromethyl)propyl]hydrazine hydrochloride Cl.CC(C(C(F)(F)F)NN)(C)C